(2-((tetrahydro-2H-pyran-2-yl)oxy)ethyl)-4-(4,4,5,5-tetramethyl-1,3,2-dioxaborolan-2-yl)-1,2,3,6-tetrahydropyridine O1C(CCCC1)OCCN1CCC(=CC1)B1OC(C(O1)(C)C)(C)C